C(C1=CC=CC=C1)(C1=CC=CC=C1)N(C=1N(C(C(=C(N1)C(=O)NC1COC1)O)=O)C)C 2-(benzhydryl(methyl)amino)-5-hydroxy-1-methyl-N-(oxetan-3-yl)-6-oxo-1,6-dihydropyrimidine-4-carboxamide